N1(CCCC1)C(\C=C\CN1C[C@@H](CCC1)OC1=NC=C(C=C1)\C(=C(\CC(F)(F)F)/C1=CC=CC=C1)\C=1C=C2C(=NNC2=CC1)F)=O (E)-1-(Pyrrolidin-1-yl)-4-((R)-3-((5-((Z)-4,4,4-trifluoro-1-(3-fluoro-1H-indazol-5-yl)-2-phenylbut-1-en-1-yl)pyridin-2-yl)oxy)piperidin-1-yl)but-2-en-1-one